2-methyl-2-butanethiol CC(C)(CC)S